ethyl 2-(5-(2-((2,3-dihydro-1H-inden-2-yl)amino)pyrimidin-5-yl)-1,3,4-oxadiazol-2-yl)-2-fluoroacetate C1C(CC2=CC=CC=C12)NC1=NC=C(C=N1)C1=NN=C(O1)C(C(=O)OCC)F